ClS Chlorothio hydride